3-(5-((7-(((1s,3s)-adamantan-1-yl)amino)heptyl)oxy)-2-methyl-4-oxoquinazoline-3(4H)-yl)piperidine-2,6-dione C12(CC3CC(CC(C1)C3)C2)NCCCCCCCOC2=C3C(N(C(=NC3=CC=C2)C)C2C(NC(CC2)=O)=O)=O